B([O-])(O)OB(O)O.C(C=1C(O)=CC=CC1)(=O)O.C(C=1C(O)=CC=CC1)(=O)O.[Li+] lithium bis(salicylate) diborate